2-(2-(2-azabicyclo[2.2.1]heptan-2-yl)-5-((l-1-(dibenzo[b,d]furan-2-yl)ethyl)amino)-6-oxopyrimidin-1(6H)-yl)acetic acid C12N(CC(CC1)C2)C=2N(C(C(=CN2)NC(C)C2=CC1=C(OC3=C1C=CC=C3)C=C2)=O)CC(=O)O